4,4-diethoxybutan-1-ol C(C)OC(CCCO)OCC